C(#N)C=1C=C(C(=NC1)C(=O)NC=1C=C2C(=NNC2=CC1)C1=NC=CC=C1)C 5-cyano-3-methyl-N-(3-(pyridin-2-yl)-1H-indazol-5-yl)picolinamide